6-(4-(6-bromoquinazolin-4-yl)-2-fluorophenyl)-2-oxa-6-azaspiro[3.3]heptane BrC=1C=C2C(=NC=NC2=CC1)C1=CC(=C(C=C1)N1CC2(COC2)C1)F